(2R,3S,5R)-5-(8-(benzylthio)-[1,2,4]triazolo[4,3-a]pyrazin-3-yl)-2-(((4-chlorobenzoyl)oxy)methyl)tetrahydrofuran-3-yl 4-chlorobenzoate ClC1=CC=C(C(=O)O[C@@H]2[C@H](O[C@H](C2)C2=NN=C3N2C=CN=C3SCC3=CC=CC=C3)COC(C3=CC=C(C=C3)Cl)=O)C=C1